FC1=C(C=CC(=C1)I)NC1=C(C2=C(S1)C(CCC2)=O)C(=O)NOCCNC(OC(C)(C)C)=O tert-Butyl 2-(2-(2-fluoro-4-iodophenylamino)-7-oxo-4,5,6,7-tetrahydrobenzo[b]thiophene-3-carboxamidooxy)ethylcarbamate